1-[(4-methyl-quinazolin-yl)methyl]-3-methyl-7-(2-butyn-1-yl)-8-bromo-xanthine CC1=NC(=NC2=CC=CC=C12)CN1C(=O)N(C=2N=C(N(C2C1=O)CC#CC)Br)C